ClC=1C=C2C3=C(NC2=CC1)[C@@H](N(CC3)C3=NC(=NC(=N3)N3CCN(CC3)C)C(F)(F)F)CC3CCCCC3 (1S)-6-chloro-1-(cyclohexylmethyl)-2-[4-(4-methylpiperazin-1-yl)-6-(trifluoromethyl)-1,3,5-triazin-2-yl]-2,3,4,9-tetrahydro-1H-pyrido[3,4-b]indole